(+)-4-((5-(3-Amino-3-methyl-2-oxoindolin-1-yl)pyridin-3-yl)methyl)phthalazin-1(2H)-one NC1(C(N(C2=CC=CC=C12)C=1C=C(C=NC1)CC1=NNC(C2=CC=CC=C12)=O)=O)C